(R)-2-(6-(1-cyclopropyl-1H-pyrazol-4-yl)-3,6-dihydro-2H-pyran-4-yl)-4-(2-fluoro-4-(trifluoromethoxy)phenyl)-6,7-dimethyl-pteridine C1(CC1)N1N=CC(=C1)[C@H]1C=C(CCO1)C1=NC2=NC(=C(N=C2C(=N1)C1=C(C=C(C=C1)OC(F)(F)F)F)C)C